4-(2-(4-chloro-2-fluorophenyl)-2-methylbenzo[d][1,3]dioxol-4-yl)piperidine HCl salt Cl.ClC1=CC(=C(C=C1)C1(OC2=C(O1)C=CC=C2C2CCNCC2)C)F